FC1(CC1)C1=NC2=CC=C(C=C2C(=N1)N1CCC(CC1)C1=NC=CC=C1OC)N(CCO)C 2-{[2-(1-Fluoro-cyclopropyl)-4-(3-methoxy-3',4',5',6'-tetrahydro-2'H-[2,4']bipyridinyl-1'-yl)-quinazolin-6-yl]-methyl-amino}-ethanol